(2R,3R)-2-(4-(allyloxy)-3,5-bis(benzyloxy)phenyl)-5,7-bis(benzyloxy)chroman-3-yl 4-(allyloxy)-3,5-bis(benzyloxy)benzoate C(C=C)OC1=C(C=C(C(=O)O[C@H]2[C@H](OC3=CC(=CC(=C3C2)OCC2=CC=CC=C2)OCC2=CC=CC=C2)C2=CC(=C(C(=C2)OCC2=CC=CC=C2)OCC=C)OCC2=CC=CC=C2)C=C1OCC1=CC=CC=C1)OCC1=CC=CC=C1